3-benzyl-3-azabicyclo[3.2.1]octan-8-amine-(R)-(-)-mandelic acid salt C([C@H](O)C1=CC=CC=C1)(=O)O.C(C1=CC=CC=C1)N1CC2CCC(C1)C2N